6-[8-(1,3-benzothiazol-2-ylcarbamoyl)-3,4-dihydro-1H-isoquinolin-2-yl]-3-(1-benzyl-5-methyl-pyrazol-4-yl)pyridine-2-carboxylic acid S1C(=NC2=C1C=CC=C2)NC(=O)C=2C=CC=C1CCN(CC21)C2=CC=C(C(=N2)C(=O)O)C=2C=NN(C2C)CC2=CC=CC=C2